N=1ON=C2C1C=CC(=C2)COC2=C(CN[C@H](CO)C(=O)O)C=C(C(=C2)OCC=2C(=C(C=CC2)C2=CC(=CC=C2)Cl)Br)Cl (2-(benzo[c][1,2,5]oxadiazol-5-ylmethoxy)-4-((2-bromo-3'-chloro-[1,1'-biphenyl]-3-yl)methoxy)-5-chlorobenzyl)-D-serine